(n-butyl)phosphoric triamide C(CCC)NP(N)(N)=O